ClC=1C=C(C=CC1)NC(=S)N[C@@H](C)C1=CC=CC2=CC=CC=C12 (S)-1-(3-chlorophenyl)-3-(1-(naphthalen-1-yl)ethyl)thiourea